(S)-1-cyano-N-(6-(4-methoxyphenyl)benzo[d]thiazol-2-yl)pyrrolidine-3-carboxamide C(#N)N1C[C@H](CC1)C(=O)NC=1SC2=C(N1)C=CC(=C2)C2=CC=C(C=C2)OC